BrC[C@H]1CN(CC1)C(=O)OC(C)(C)C tert-butyl (R)-3-(bromomethyl)pyrrolidine-1-carboxylate